COC1=C(C=C(C(=O)O)C=C1)S(NC1=C(C=CC(=C1)C(F)(F)F)N1[C@H](CCCC1)C)(=O)=O (S)-4-methoxy-3-(N-(2-(2-methylpiperidin-1-yl)-5-(trifluoromethyl)phenyl)sulfamoyl)benzoic acid